BrC1=NC=CC(=C1)C1=CC=CC=C1 2-bromo-4-(phenyl)pyridine